(racemic)-6-(4-fluoro-1-((3'-methoxy-[1,1'-biphenyl]-4-yl)methyl)-1H-indole-7-carboxamido)spiro[3.3]heptane-2-carboxylic acid FC1=C2C=CN(C2=C(C=C1)C(=O)NC1CC2(CC(C2)C(=O)O)C1)CC1=CC=C(C=C1)C1=CC(=CC=C1)OC